6-(((2R,3R,4R,5R,6R)-4,5-dihydroxy-6-(hydroxymethyl)-2-methoxytetrahydro-2H-pyran-3-yl)amino)-1,3,5-triazine-2,4(1H,3H)-dione O[C@@H]1[C@H]([C@@H](O[C@@H]([C@@H]1O)CO)OC)NC1=NC(NC(N1)=O)=O